tert-butyl (2S,4R)-2-methyl-4-hydroxypyrrolidine-1,2-dicarboxylate C[C@@]1(N(C[C@@H](C1)O)C(=O)OC(C)(C)C)C(=O)[O-]